CC1(C(NC2=CC=C(C=C12)C=1CCN(CC1)C(=O)OC(C)(C)C)=O)C(F)(F)F tert-butyl 4-(3-methyl-2-oxo-3-(trifluoromethyl)indolin-5-yl)-3,6-dihydropyridine-1(2H)-carboxylate